C(C)(=O)N1CC(CC1)OC=1N=CC(=NC1Cl)C1=CNC2=C(C=CC=C12)C#N 3-(5-((1-acetylpyrrolidin-3-yl)oxy)-6-chloropyrazin-2-yl)-1H-indole-7-carbonitrile